6-methyl-6,7-dihydro-5H-dibenzo[c,e]azepine-3,9-diol CN1CC2=C(C3=C(C1)C=C(C=C3)O)C=CC(=C2)O